2-(3-(cyclopropylmethyl)-5-(4-fluoro-3-(1-methyl-1H-pyrazol-4-yl)phenyl)-4-(2-fluoro-4-sulfamoylbenzyl)-1H-pyrazole-1-yl)thiazole-4-carboxylic acid ethyl ester C(C)OC(=O)C=1N=C(SC1)N1N=C(C(=C1C1=CC(=C(C=C1)F)C=1C=NN(C1)C)CC1=C(C=C(C=C1)S(N)(=O)=O)F)CC1CC1